OC1=CC=C(C=C1)C1=CN=C2SC(=NN21)C2=CC=C(C=C2)C(=O)N2CCOCC2 (4-(5-(4-hydroxyphenyl)imidazo[2,1-b][1,3,4]thiadiazol-2-yl)phenyl)(morpholino)methanone